C(CC)C=1C(=C(C=CC1)O)CCC dipropyl-phenol